N-(7-(hydroxyamino)-7-oxoheptyl)-4-((5-nitro-1-tosyl-1H-indol-3-yl)methyl)benzamide ONC(CCCCCCNC(C1=CC=C(C=C1)CC1=CN(C2=CC=C(C=C12)[N+](=O)[O-])S(=O)(=O)C1=CC=C(C)C=C1)=O)=O